4-bromo-2-fluoro-5-(trifluoromethyl)aniline BrC1=CC(=C(N)C=C1C(F)(F)F)F